C(#N)C1=C(CCl)C=CC(=C1)C#N 2,4-dicyanobenzyl chloride